tert-butyl 4-hydroxy-2-methylpiperidine-1-carboxylate OC1CC(N(CC1)C(=O)OC(C)(C)C)C